ClC=1C=C(C=C(C1)NS(=O)(=O)C)NC(=O)C=1C=NN(C1)C1=NC=CC=C1COC=1C=NC=C(C1)F N-(3-chloro-5-(methylsulfonamido)phenyl)-1-(3-(((5-fluoropyridin-3-yl)oxy)methyl)pyridin-2-yl)-1H-pyrazole-4-carboxamide